(S)-2-(4,4-difluoroazepan-1-yl)-N-(4-fluoro-3-(S-methylsulfonimidoyl)phenyl)-4-methyl-5-(1-methyl-1H-pyrazol-4-yl)nicotinamide FC1(CCN(CCC1)C1=C(C(=O)NC2=CC(=C(C=C2)F)[S@](=O)(=N)C)C(=C(C=N1)C=1C=NN(C1)C)C)F